(S)-N-((6-amino-2-methylpyridin-3-yl)methyl)-3'-((3,5-dimethylbenzyl)amino)-4'-oxo-6',7'-dihydro-4'H-spiro[cyclopropane-1,8'-pyrrolo[1,2-a]pyrazine]-6'-carboxamide trifluoroacetate FC(C(=O)O)(F)F.NC1=CC=C(C(=N1)C)CNC(=O)[C@@H]1CC2(C=3N1C(C(=NC3)NCC3=CC(=CC(=C3)C)C)=O)CC2